C1(=CC=CC=C1)C1=NC(=NC(=N1)C1=CC=CC=C1)N1NC=C(C=N1)OCCCCCC 2-(4,6-diphenyl-1,3,5-triazin-2-yl)-5-[(hexyl)oxy]-Triazine